CN(C(=O)C1=NOC(=N1)C1=C(C(=C(C(=C1)F)F)O)F)CC1=NC2=C(N1)C=CC(=C2)C N-methyl-N-((5-methyl-1H-benzo[d]imidazol-2-yl)methyl)-5-(2,4,5-trifluoro-3-hydroxyphenyl)-1,2,4-oxadiazole-3-carboxamide